(R)-N-((3S,5S,6R)-6-methyl-2-oxo-1-(2,2,2-trifluoroethyl)-5-(2,3,6-trifluorophenyl)piperidin-3-yl)-2'-oxo-1,1',2',4,6,7-hexahydrospiro[indole-5,3'-pyrrolo[2,3-b]pyridine]-2-formamide C[C@@H]1[C@@H](C[C@@H](C(N1CC(F)(F)F)=O)NC(=O)C=1NC=2CC[C@@]3(C(NC4=NC=CC=C43)=O)CC2C1)C1=C(C(=CC=C1F)F)F